tert-butyl 6-((6R,8R)-4-chloro-3-cyano-7,7-dimethyl-5,6,7,8-tetrahydro-6,8-methanoquinolin-2-yl)-2,6-diazaspiro[3.4]octane-2-carboxylate ClC1=C(C(=NC=2[C@H]3C([C@@H](CC12)C3)(C)C)N3CC1(CN(C1)C(=O)OC(C)(C)C)CC3)C#N